CC1=CC=C(C=C1)S(=O)(=O)NNS(=O)(=O)C1=CC=C(C)C=C1 1,2-bis(p-toluenesulfonyl)hydrazine